BrC1=C(C=C2C(=NC(=NC2=C1F)F)C=1C(=NN2C1CNCCC2)C(=O)N(C)C)F (7-bromo-2,6,8-trifluoroquinazolin-4-yl)-N,N-dimethyl-5,6,7,8-tetrahydro-4H-pyrazolo[1,5-a][1,4]diazepine-2-carboxamide